1,3-benzoxazol-2-yl-(amino)-methanesulfinic acid O1C(=NC2=C1C=CC=C2)C(S(=O)O)N